ClC=1C(=CC2=C(N(C(N=C2N2C[C@H](N(C[C@@H]2C)C(=O)OC(C)(C)C)C)=O)C=2C(=NC=NC2C(C)C)C(C)C)N1)F tert-butyl (2R,5S)-4-(7-chloro-1-(4,6-diisopropylpyrimidin-5-yl)-6-fluoro-2-oxo-1,2-dihydropyrido[2,3-d]pyrimidin-4-yl)-2,5-dimethylpiperazine-1-carboxylate